BrC1=CC(=C(C(=C1)C)NC(=O)C=1N(N=C(C1)C(F)(F)F)C1=NC=CC=C1Cl)C(N)=O N-(4-bromo-2-carbamoyl-6-methyl-phenyl)-2-(3-chloro-2-pyridyl)-5-(trifluoromethyl)pyrazole-3-carboxamide